6-ethoxypyridinecarboxaldehyde C(C)OC1=CC=CC(=N1)C=O